C1(=CC=CC=C1)N1N=NC(=C1)CC=1OC=C(N1)C(=O)OCC ethyl 2-((1-phenyl-1H-1,2,3-triazol-4-yl)methyl)oxazole-4-carboxylate